COC(CC1=CC=CC=C1)=O phenyl-acetic acid methyl ester